(S)-tert-butyl-2-methylpiperazine-1-carboxylate C(C)(C)(C)OC(=O)N1[C@H](CNCC1)C